ClC=1C=CC(=C(C1)C1=NN(C=C1NC(=O)C=1C=NN2C1N=CC=C2)CC=2N=NN(N2)CCO)OC(F)F N-(3-(5-chloro-2-(difluoromethoxy)phenyl)-1-((2-(2-hydroxyethyl)-2H-tetrazol-5-yl)methyl)-1H-pyrazol-4-yl)pyrazolo[1,5-a]pyrimidine-3-carboxamide